3,7-dichloro-1H-indole-2-carboxylate ClC1=C(NC2=C(C=CC=C12)Cl)C(=O)[O-]